N'-ethoxy-5-methoxycarbonyl-6-[1-methyl-5-(trifluoromethyl)benzimidazol-2-yl]pyridin-2-carboxamidine C(C)ON=C(N)C1=NC(=C(C=C1)C(=O)OC)C1=NC2=C(N1C)C=CC(=C2)C(F)(F)F